(3R,8R,9aS)-8-(2,3-dichloro-6-methoxyphenyl)-2-(2-methoxyacetyl)-3-methyl-hexahydro-1H-pyrrolo[1,2-a][1,4]diazepin-5-one ClC1=C(C(=CC=C1Cl)OC)[C@H]1C[C@@H]2N(C(C[C@H](N(C2)C(COC)=O)C)=O)C1